FC1=C(C(=CC(=C1)C1=NC(=CC=C1)SC(C)C)F)N1CC(CCC1)CC#N 2-[1-[2,6-difluoro-4-(6-isopropylsulfanyl-2-pyridyl)phenyl]-3-piperidinyl]acetonitrile